2-chloro-4-((3-((5-ethyl-2-oxooxazolidin-5-yl)methyl)-1-methyl-2-oxo-2,3-dihydro-1H-benzo[d]imidazol-5-yl)amino)nicotinonitrile ClC1=C(C#N)C(=CC=N1)NC1=CC2=C(N(C(N2CC2(CNC(O2)=O)CC)=O)C)C=C1